C(C)(=O)O[C@@H]1C[C@H]2CC([C@@H](C1)N2C(=O)OC(C)(C)C)(F)F |r| rac-tert-butyl (1S,3R,5R)-3-acetoxy-6,6-difluoro-8-azabicyclo[3.2.1]octane-8-carboxylate